6-fluorofuro[2,3-c]quinolin-4(5H)-one FC1=CC=CC=2C3=C(C(NC12)=O)OC=C3